C(C1=CC=CC=C1)OCCCCCCOC1=C(C(N(N=C1)CC1=CC=C(C=C1)OC)=O)Cl 5-(6-(benzyloxy)hexyloxy)-4-chloro-2-(4-methoxybenzyl)pyridazin-3(2H)-one